4-carboxystyrene C(=O)(O)C1=CC=C(C=C)C=C1